benzyl (1S,4S,5R)-5-[[3-(2-chloro-6-methylphenyl)-5-(1-fluorocyclopropyl)-1,2-oxazol-4-yl] methoxy]-2-azabicyclo[2.2.1]heptane-2-carboxylate ClC1=C(C(=CC=C1)C)C1=NOC(=C1CO[C@H]1[C@@H]2CN([C@H](C1)C2)C(=O)OCC2=CC=CC=C2)C2(CC2)F